BrC1=C(C(=O)OC(C)CC(C)OC(C2=C(C=CC=C2)Br)=O)C=CC=C1 2,4-pentanediol di(o-bromobenzoate)